C1(CC1)C1=C(CNC(OC(C)(C)C)=O)C=CC(=C1)C1=NC=NN2C1=CC(=C2)N2CCOCC2 tert-butyl (2-cyclopropyl-4-(6-morpholinopyrrolo[2,1-f][1,2,4]triazin-4-yl)benzyl)carbamate